FC1(CCN(CC1)C(=O)C=1C=C2C(=NC1)N(C=C2)C=2C=NC(=NC2)C(=O)/N=C/N(C)C)F (E)-5-(5-(4,4-difluoropiperidine-1-carbonyl)-1H-pyrrolo[2,3-B]pyridin-1-yl)-N-((dimethylamino)methylene)pyrimidine-2-carboxamide